C(C)(C)(C)C=1C=C(C=C(C1)C(C)(C)C)P(C1=C(C(=CC=C1)OC)C1=C(C=CC=C1OC)P(C1=CC(=CC(=C1)C(C)(C)C)C(C)(C)C)C1=CC(=CC(=C1)C(C)(C)C)C(C)(C)C)C1=CC(=CC(=C1)C(C)(C)C)C(C)(C)C (R)-2,2'-Bis[di(3,5-di-t-butylphenyl)phosphino]-6,6'-dimethoxy-1,1'-biphenyl